2-methyldipyrido[3,2-f:2',3'-h]quinoxaline CC1=NC2=C3C(=C4C(=C2N=C1)C=CC=N4)N=CC=C3